2-(3-Oxa-6-azabicyclo[3.1.1]heptan-6-yl)-N-(2-((2,2-difluorobenzo[d][1,3]dioxol-5-yl)carbamoyl)-5-fluorophenyl)-6-methoxybenzo[d]thiazole-7-carboxamide C12COCC(N1C=1SC3=C(N1)C=CC(=C3C(=O)NC3=C(C=CC(=C3)F)C(NC3=CC1=C(OC(O1)(F)F)C=C3)=O)OC)C2